O=C1N(CCC(N1)=O)C=1C=CC(=NC1)N1CCC(CC1)CN1CCC(CC1)N1N=NC(=C1)C1=C(C=2NC=3C=C(C=CC3C2N=C1)C#N)NC(C)C 3-(1-(1-((1-(5-(2,4-dioxotetrahydropyrimidin-1(2H)-yl)pyridin-2-yl)piperidin-4-yl)methyl)piperidin-4-yl)-1H-1,2,3-triazol-4-yl)-4-(isopropylamino)-5H-pyrido[3,2-b]indole-7-carbonitrile